tert-butyl-(4R)-3-(2-ethoxy-1-methyl-2-oxo-ethyl)-6-azaspiro[3.4]octane C(C)(C)(C)C1CC([C@@]12CNCC2)C(C(=O)OCC)C